4-epoxy-5-methylcyclohexanecarboxylic acid-3,4-epoxy-5-methylcyclohexylmethyl ester CC1C2C(CC(C1)COC(=O)C1CC3C(CC1C)O3)O2